2',6'-dichloro-5,7-dimethoxy-3'-methyl[1,2,4]triazolo[1,5-a]pyrimidine-2-sulphonanilide ClC1=C(NS(=O)(=O)C2=NN3C(N=C(C=C3OC)OC)=N2)C(=CC=C1C)Cl